F[C@@H]1[C@@H]([C@]2(CN([C@@]1(CC2)C)C)C)N(C2=CC=C(N=N2)C2=C(C=C(C=C2)C2=NC(N(C=N2)C)=O)O)C 4-(4-(6-(((1R,4R,5R,6R)-6-fluoro-1,2,4-trimethyl-2-azabicyclo[2.2.2]octan-5-yl)(methyl)amino)pyridazin-3-yl)-3-hydroxyphenyl)-1-methyl-1,3,5-triazin-2(1H)-one